(3S)-methyl 3-(2',6'-dimethylbiphenyl-3-yl)-3-(2-(5-(((R)-3-fluoropyrrolidin-1-yl)methyl)-2-oxopyridin-1(2H)-yl)-4-methylpentanamido)propanoate CC1=C(C(=CC=C1)C)C1=CC(=CC=C1)[C@H](CC(=O)OC)NC(C(CC(C)C)N1C(C=CC(=C1)CN1C[C@@H](CC1)F)=O)=O